6-(3-chloro-4-isopropoxy-phenyl)-N-[(2-morpholino-3-pyridinyl)methyl]pyridazine-4-carboxamide ClC=1C=C(C=CC1OC(C)C)C1=CC(=CN=N1)C(=O)NCC=1C(=NC=CC1)N1CCOCC1